BrC=1C=CC(=NC1)C1=NC(=NC(=N1)C1=NC=C(C=C1)Br)C1=NC=C(C=C1)Br 2,4,6-tris(5-bromopyridin-2-yl)-1,3,5-triazine